C(C(C)C)C1=CC(=C(S1)S(=O)(=O)NC(OCCCC)=O)C1=C(C=C(C=C1)CN1C(=NC=C1)C)C Butyl ((5-isobutyl-3-(2-methyl-4-((2-methyl-1H-imidazol-1-yl)methyl)phenyl)thiophen-2-yl)sulfonyl)carbamate